(S)-1-(6-oxo-5-(trifluoromethyl)-1,6-dihydropyridin-3-yl)propan-2-yl 7-(5-(trifluoromethyl)pyrimidine-2-yl)-2,7-diazaspiro[3.5]nonane-2-carboxylate FC(C=1C=NC(=NC1)N1CCC2(CN(C2)C(=O)O[C@H](CC2=CNC(C(=C2)C(F)(F)F)=O)C)CC1)(F)F